C(#N)CCNC(C)C(C)(C)C N-(2-cyanoethyl)-N-(3,3-dimethylbut-2-yl)-amine